p-carboxyl-benzylamine C(=O)(O)C1=CC=C(CN)C=C1